chloro-4'-(oxetan-3-yloxy)-4,5,6',7'-tetrahydro-2H,5'H-spiro[furan-3,8'-quinoline] ClC1=NC=2C3(CCCC2C(=C1)OC1COC1)COCC3